L-5,6-dimethyl-benzoimidazole CC1=CC2=C(N=CN2)C=C1C